(R)-N-(3-(3-cyanophenyl)isoOxazol-5-yl)-2-(1-cyanopyrrolidin-3-yl)acetamide C(#N)C=1C=C(C=CC1)C1=NOC(=C1)NC(C[C@@H]1CN(CC1)C#N)=O